ClC1=CC=C(CO[C@@H]2CC[C@H](CC2)C(=O)NCC2=C(C(=C(C=C2)C(F)(F)F)C=2NC(C(=C(N2)CC)F)=O)F)C=C1 trans-4-[(4-chlorobenzyl)oxy]-N-[3-(4-ethyl-5-fluoro-6-oxo-1,6-dihydropyrimidin-2-yl)-2-fluoro-4-(trifluoromethyl)benzyl]cyclohexane-1-carboxamide